6-(2-(4'-chloro-[1,1'-biphenyl]-3-yl)-2-hydroxyacetyl)-2-(1-(3-fluorophenyl)cyclopropyl)-5,6,7,8-tetrahydropyrido[4,3-d]pyrimidin-4(3H)-one ClC1=CC=C(C=C1)C1=CC(=CC=C1)C(C(=O)N1CC2=C(N=C(NC2=O)C2(CC2)C2=CC(=CC=C2)F)CC1)O